2-cyano-4-sulfonylbenzimidazole C(#N)C=1N=C2C(N1)=CC=CC2=S(=O)=O